ClC=1C=C(C=CC1F)N(C(=O)C1CC(=NN1C1=NC(=CC(=C1)C(F)(F)F)C)C(=O)N1CCN(CC1)C)C N-(3-chloro-4-fluorophenyl)-N-methyl-1-(6-methyl-4-(trifluoromethyl)pyridin-2-yl)-3-(4-methylpiperazine-1-carbonyl)-4,5-dihydro-1H-pyrazole-5-carboxamide